dimethylbiphenyl Diisocyanate [N-]=C=O.[N-]=C=O.CC1=CC=C(C=C1)C1=CC=C(C=C1)C